C(C=C)(=O)N1CC(CCC1)C acryloyl-3-methylpiperidine